[C@H]12CN(C[C@H](CC1)N2)C=2C1=C(N=C(N2)OCC=2C=C3SC(=CN3C2)Cl)C(=C(N=C1)C1=CC(=CC2=CC=C(C(=C12)C#C)F)O)F 4-(4-((1R,5S)-3,8-Diazabicyclo[3.2.1]octan-3-yl)-2-((2-chloropyrrolo[2,1-b]thiazol-6-yl)methoxy)-8-fluoropyrido[4,3-d]pyrimidin-7-yl)-5-ethynyl-6-fluoronaphthalen-2-ol